methyl (E)-2-((tert-butoxycarbonyl)amino)-4-(3-(dimethylamino)oxetan-3-yl)but-2-enoate C(C)(C)(C)OC(=O)N\C(\C(=O)OC)=C\CC1(COC1)N(C)C